N1-hydroxy-1-(2-vinylphenyl)cyclopropane-1-carboximidamide ONC(=N)C1(CC1)C1=C(C=CC=C1)C=C